(2R,3aS,6S,6aR)-6-((2-amino-3-chloroquinolin-7-yl)oxy)-2-(4-amino-5-methyl-7H-pyrrolo[2,3-d]pyrimidin-7-yl)hexahydro-3aH-cyclopenta[b]furan-3,3a-diol NC1=NC2=CC(=CC=C2C=C1Cl)O[C@H]1CC[C@]2([C@@H]1O[C@H](C2O)N2C=C(C1=C2N=CN=C1N)C)O